(S)-4-(3-fluoro-5-nitropyridin-2-yl)-3-(2-hydroxyethyl)piperazine-1-carboxylic acid tert-butyl ester C(C)(C)(C)OC(=O)N1C[C@@H](N(CC1)C1=NC=C(C=C1F)[N+](=O)[O-])CCO